butyl 2,5-furandicarboxylate O1C(=CC=C1C(=O)[O-])C(=O)OCCCC